C(C1=CC=CC=C1)OC(=O)N1CC2=CC(=CC(=C2CC1)C=O)Cl 7-chloro-5-formyl-1,2,3,4-tetrahydroisoquinoline-2-carboxylic acid benzyl ester